OC=1C(=C(C(=CC1)C)C1=C(C(=NC(=N1)NC1=CC(=C(C=C1)C1CCN(CC1)C)C)OC)C(=O)N)C (3-hydroxy-2,6-dimethylphenyl)-4-methoxy-2-((3-methyl-4-(1-methylpiperidin-4-yl)phenyl)amino)pyrimidine-5-carboxamide